F[P-](F)(F)(F)(F)F.CC(CC1=CC=C(C=C1)[I+]C1=CC=C(C=C1)C)C 4-(2-methylpropyl)phenyl-p-tolyliodonium hexafluorophosphate